BrC1=CC(=C(C=C1)N1CCN(CC1)C1=C(C=C(N)C=C1)F)F 4-(4-(4-bromo-2-fluorophenyl)piperazin-1-yl)-3-fluoroaniline